Ethyl 2-aminopyrazolo[1,5-a]pyrimidine-3-carboxylate NC1=NN2C(N=CC=C2)=C1C(=O)OCC